methyl (2S,4R)-1-((R)-2-amino-3-(4-(trifluoromethyl)phenyl)propanoyl)-4-hydroxypyrrolidine-2-carboxylate N[C@@H](C(=O)N1[C@@H](C[C@H](C1)O)C(=O)OC)CC1=CC=C(C=C1)C(F)(F)F